3-(5-(3-cyano-6-(2-hydroxy-2-methylpropyloxy)pyrazolo[1,5-a]pyridin-4-yl)pyrazin-2-yl)-3,6-diazabicyclo[3.1.1]heptane-6-carboxylic acid tert-butyl ester C(C)(C)(C)OC(=O)N1C2CN(CC1C2)C2=NC=C(N=C2)C=2C=1N(C=C(C2)OCC(C)(C)O)N=CC1C#N